N4,N4,N4',N4'-tetrakis(4-methoxyphenyl)biphenyl-4,4'-diamine COC1=CC=C(C=C1)N(C1=CC=C(C=C1)C1=CC=C(C=C1)N(C1=CC=C(C=C1)OC)C1=CC=C(C=C1)OC)C1=CC=C(C=C1)OC